The molecule is the ketoaldose phosphate that is the 4-phosphate of 3-dehydro-L-erythrose. It is a ketoaldose phosphate and an aldehyde. It derives from a L-erythrose. C(C(=O)[C@@H](C=O)O)OP(=O)(O)O